CC1(C(C(=CC(=C1)C)C)O)O 1,3,5-Trimethylbenzenediol